6-bromo-1-(2-chloropyrimidin-4-yl)-1H-indole-2-carboxylic acid ethyl ester C(C)OC(=O)C=1N(C2=CC(=CC=C2C1)Br)C1=NC(=NC=C1)Cl